tris(4-fluorophenyl)selenium FC1=CC=C(C=C1)[Se](C1=CC=C(C=C1)F)C1=CC=C(C=C1)F